OC(CCC[Si](OC)(OC)OC)COC(=O)C1=CC=C(C=C1)O 4-hydroxy-5-(p-hydroxyphenylcarbonyloxy)pentyl-trimethoxysilane